tert-butyl 3-(5-(4-methyl-6-((5-methyl-1H-pyrazol-3-yl) amino) pyrimidin-2-yl) pyridin-2-yl)-3,6-diazabicyclo[3.1.1]heptane-6-carboxylate CC1=NC(=NC(=C1)NC1=NNC(=C1)C)C=1C=CC(=NC1)N1CC2N(C(C1)C2)C(=O)OC(C)(C)C